Cl.CC1(CN[C@H]2[C@@H](O1)CC=1C=C(C=CC12)C(F)(F)F)C (4aR,9aS)-2,2-dimethyl-7-(trifluoromethyl)-2,3,4,4a,9,9a-hexahydroindeno[2,1-b][1,4]oxazine hydrochloride